C(CCCCCCC\C=C/CCCCCCCC)NCCCCCCCC\C=C/CCCCCCCC oleyl-monooleyl-amine